(S)-7-(2-(trifluoromethyl)phenoxy)5-azaspiro[2.4]heptane FC(C1=C(O[C@@H]2CNCC23CC3)C=CC=C1)(F)F